1-(5-bromoimidazo[1,2-a]pyridin-8-yl)-3-(5-(1-methylcyclobutyl)isoxazol-3-yl)urea BrC1=CC=C(C=2N1C=CN2)NC(=O)NC2=NOC(=C2)C2(CCC2)C